(3R)-(-)-3-tert-butoxycarbonyl-aminopyrrolidine C(C)(C)(C)OC(=O)[C@H]1CN(CC1)N